C1N(CC2=CC=CC=C12)C(=O)[C@@H]1N(CC(=C1)OS(=O)(=O)C(F)(F)F)C(=O)OC(C)(C)C tert-Butyl (R)-2-(isoindoline-2-carbonyl)-4-(((trifluoromethyl)sulfonyl)oxy)-2,5-dihydro-1H-pyrrole-1-carboxylate